S1(CCCC1)(=O)=O 1λ6-Thiolane-1,1-dione